ClC=1C=C(C=C(C1)Cl)C=1OC2=C(N1)C=CC(=C2)C(=O)N[C@@H]2C[C@@H](C2)O 2-(3,5-dichlorophenyl)-N-((Cis)-3-hydroxycyclobutyl)benzo-[d]oxazole-6-carboxamide